5-[4-amino-5-(trifluoromethyl)-pyrrolo[2,1-f][1,2,4]triazin-7-yl]-N-[(3R,4S)-4-fluoro-1-(6-fluoro-2,3-dihydro-1H-inden-1-yl)pyrrolidin-3-yl]-2-methoxypyridine-3-carboxamide NC1=NC=NN2C1=C(C=C2C=2C=C(C(=NC2)OC)C(=O)N[C@@H]2CN(C[C@@H]2F)C2CCC1=CC=C(C=C21)F)C(F)(F)F